2-(acetoxy(imino))-1-phenylpropane-1-one C(C)(=O)ON=C(C(=O)C1=CC=CC=C1)C